N1(CCC1)C1CCN(CC1)C1=C(C=C(C=C1)NC=1N=C(C2=C(N1)SC=C2C)NC2=NC(=CC=C2)F)OC N2-(4-(4-(azetidin-1-yl)piperidin-1-yl)-3-methoxyphenyl)-N4-(6-fluoropyridin-2-yl)-5-Methylthieno[2,3-d]pyrimidine-2,4-diamine